ClC1=CC2C(C=C1)S2 4-chlorobenzene sulfide